8-(5-(5-fluoro-2-methoxypyridin-4-yl)-1H-pyrazole-3-carbonyl)-N-((3r,6S)-6-(trifluoromethyl)tetrahydro-2H-pyran-3-yl)-8-azabicyclo[3.2.1]octane-3-carboxamide FC=1C(=CC(=NC1)OC)C1=CC(=NN1)C(=O)N1C2CC(CC1CC2)C(=O)N[C@H]2CO[C@@H](CC2)C(F)(F)F